OC1=CC=C(C=C1)/C(=C(\CC)/C1=CC=CC=C1)/C1=CC=C(OCCN2CC3(C2)CC(C3)OCCOC=3C=C2CN(C(C2=CC3)=O)C3C(NC(CC3)=O)=O)C=C1 (Z)-3-(5-(2-((2-(2-(4-(1-(4-hydroxyphenyl)-2-phenylbut-1-en-1-yl)phenoxy)ethyl)-2-azaspiro[3.3]heptan-6-yl)oxy)ethoxy)-1-oxoisoindolin-2-yl)piperidine-2,6-dione